COC=1N=C2C(=CC=NC2=CC1OC)OC1=CC=C(C=C1)NC(=O)C=1C(N(C=C2C(CCCC12)=O)C1=CC=C(C=C1)F)=O N-[4-[(6,7-Dimethoxy-1,5-naphthyridin-4-yl)oxy]phenyl]-2-(4-fluorophenyl)-3,8-dioxo-6,7-dihydro-5H-isoquinoline-4-carboxamide